(R)-N-(4-(3-((7-fluoroquinazolin-2-yl)amino)piperidine-1-carbonyl)phenyl)propionamide FC1=CC=C2C=NC(=NC2=C1)N[C@H]1CN(CCC1)C(=O)C1=CC=C(C=C1)NC(CC)=O